(4,4-dimethyl-6,7-dihydro-4H-thieno[3,2-c]pyran-2-yl)methanone CC1(OCCC2=C1C=C(S2)C=O)C